ClC1=CC=C(C=C1)C=1N=CN(C1C1=CC=NC=C1)CC(=O)N1CCC2(CN(C2)C(=O)OC(C)(C)C)CC1 tert-butyl 7-{2-[4-(4-chlorophenyl)-5-(pyridin-4-yl)-1H-imidazol-1-yl] acetyl}-2,7-diazaspiro[3.5]nonane-2-carboxylate